C1(CCCCCCCCCCC1)C1SC2=C(N1)C=CC=C2 cyclododecyl-2,3-dihydrobenzo[d]thiazole